ethyl (Z)-[4-[3-(4-chlorophenyl)-3-(4-iodophenyl)allyloxy]-2-methylphenyl]propionate ClC1=CC=C(C=C1)/C(=C/COC1=CC(=C(C=C1)C(C(=O)OCC)C)C)/C1=CC=C(C=C1)I